[Si](C)(C)(C(C)(C)C)OC[C@H]1C[C@H]([C@H]2[C@@H]1OC(O2)(C)C)N2C=C(C1=C2N=CN=C1Cl)C1=CC=CC=C1 7-((3as,4r,6r,6ar)-6-(((tert-butyldimethylsilyl)oxy)methyl)-2,2-dimethyltetrahydro-4H-cyclopenta[d][1,3]dioxol-4-yl)-4-chloro-5-phenyl-7H-pyrrolo[2,3-d]pyrimidine